FC(C1=CC=C(C=N1)CNC(=O)C=1CC2=C3C(C=NC2=CC1)=CN=N3)(F)F N-[[6-(trifluoromethyl)-3-pyridyl]methyl]pyrazolo[4,3-c]quinoline-8-carboxamide